1-(7-(8-Ethyl-7-fluoro-3-hydroxy-naphthalen-1-yl)-8-fluoro-2-(((2R,7aS)-2-fluorotetrahydro-1H-pyrrolizin-7a(5H)-yl)methoxy)pyrido[4,3-d]pyrimidin-4-yl)piperidin-4-ol C(C)C=1C(=CC=C2C=C(C=C(C12)C1=C(C=2N=C(N=C(C2C=N1)N1CCC(CC1)O)OC[C@]12CCCN2C[C@@H](C1)F)F)O)F